Gallium-Lanthanum-sulfide [S-2].[La+3].[Ga+3].[S-2].[S-2]